C(#N)C=1C(=C(C(=O)NC2=CC=C3C=NN(C3=C2)C2=NC=CC(=N2)C)C=CC1)C(C)C 3-Cyano-2-isopropyl-N-(1-(4-methylpyrimidin-2-yl)-1H-indazol-6-yl)benzamide